2-(2-Cyclopropyl-7-isopropyl-4-oxo-2,4-dihydro-5H-pyrazolo[3,4-d]pyridazin-5-yl)-N-(pyrimidin-2-yl)acetamide C1(CC1)N1N=C2C(=NN(C(C2=C1)=O)CC(=O)NC1=NC=CC=N1)C(C)C